(E)-8-Dodecen-1-ol C(CCCCCC\C=C\CCC)O